(4-(4-Acetylpiperazin-1-yl)phenyl)-5-(5-fluoroisoindolin-2-yl)-3-isopropyl-7-(1H-pyrazol-4-yl)pyrazolo[1,5-a]pyrimidine-2-carboxamide C(C)(=O)N1CCN(CC1)C1=CC=C(C=C1)C=1C(=NC=2N(C1C=1C=NNC1)N=C(C2C(C)C)C(=O)N)N2CC1=CC=C(C=C1C2)F